[Cl-].N[C@H](C(=O)N1[C@@](CCC1)(C(=O)NCCC1=CC=C(C=C1)CO)C)CC1=CC=C(C=C1)OC (S)-1-((S)-2-amino-3-(4-methoxyphenyl)propanoyl)-N-(4-(hydroxymethyl)phenethyl)-2-methylpyrrolidine-2-carboxamide chloride